Tert-butyl N-(2-aminoethyl) carbamate CC(C)(C)OC(=O)NCCN